4-pent-4-enoxybenzoate C(CCC=C)OC1=CC=C(C(=O)[O-])C=C1